3-methoxyacrylic acid methyl ester COC(C=COC)=O